6-(4-chlorophenyl)-N-[(1S)-1-cyclopentyl-2-hydroxyethyl]-2-(3-fluorophenyl)-3-oxo-2,3-dihydropyridazine-4-carboxamide ClC1=CC=C(C=C1)C=1C=C(C(N(N1)C1=CC(=CC=C1)F)=O)C(=O)N[C@H](CO)C1CCCC1